C(CC)P(CCC)CCC tripropylphosphorus